BrC1=C(C=C(C(=O)N2CC=3N(CC2)C(N(C3C(=O)NCC3=C(C=C(C=C3)OCC#N)F)C3=CC=C(C=C3)OCC(F)(F)F)=O)C=C1)Cl 7-(4-bromo-3-chloro-benzoyl)-N-[[4-(cyanomethoxy)-2-fluoro-phenyl]methyl]-3-oxo-2-[4-(2,2,2-trifluoroethoxy)phenyl]-6,8-dihydro-5H-imidazo[1,5-a]pyrazine-1-carboxamide